dispiro[[1,3]dioxolane-2,1'-cyclohexane-4',1''-indene] C12(C=CC3=CC=CC=C13)CCC1(CC2)OCCO1